N1C=NC(CC1)C(=O)O 1,4,5,6-tetrahydropyrimidine-4-carboxylic acid